C(#N)C=1C=C2C(=NC1)N(N=C2)C2=NC=C(C(=O)NC[C@H](C(C)(C)F)F)C(=C2)NC2=CC=C(C=C2)C2=NN=NN2C (R)-6-(5-cyano-1H-pyrazolo[3,4-b]pyridin-1-yl)-N-(2,3-difluoro-3-methylbutyl)-4-((4-(1-methyl-1H-tetrazol-5-yl)phenyl)amino)nicotinamide